(1r,3r)-3-aminocyclobutane-1-ol NC1CC(C1)O